BrCC1(CC(C(O1)=O)=C)C1=CC=C(C=C1)OC 5-(bromomethyl)-5-(4-methoxyphenyl)-3-methylenedihydrofuran-2(3H)-one